2-((2-(6-fluoro-3,4-dihydroquinolin-1(2H)-yl)-2-oxoethyl)amino)-4,6-bis(trifluoromethyl)nicotinonitrile FC=1C=C2CCCN(C2=CC1)C(CNC1=C(C#N)C(=CC(=N1)C(F)(F)F)C(F)(F)F)=O